C(CC)NOCC1=CC=C(C=C1)OC N-propyl-O-(4-methoxybenzyl)hydroxylamine